ClC=1N=C(C2=C(N1)N(C=C2)S(=O)(=O)C2=CC=C(C)C=C2)C2=CN(C1=CC(=C(C=C21)F)F)C 2-chloro-4-(5,6-difluoro-1-methyl-1H-indol-3-yl)-7-tosyl-7H-pyrrolo[2,3-d]pyrimidine